magnesium iron aluminum silicon [Si].[Al].[Fe].[Mg]